COC1=CC=C(C=C1)CN1N=C(C2=CC=CC=C2C1=O)C1=CC=C(C#N)C=C1 4-[3-[(4-methoxyphenyl)methyl]-4-oxo-phthalazin-1-yl]benzonitrile